2-(4-aminostyryl)pyridine NC1=CC=C(C=CC2=NC=CC=C2)C=C1